β-(dimethylamino)ethyl methacrylate C(C(=C)C)(=O)OCCN(C)C